FC=1C=C(C=CC1)C1=C(N(N=C1C)C=1SC(=C(N1)C1=CCC(CC1)C(F)(F)F)S(=O)(=O)C(C)C)C(=O)O 4-(3-fluorophenyl)-2-[5-isopropylsulfonyl-4-[4-(trifluoromethyl)cyclohexen-1-yl]Thiazol-2-yl]-5-methyl-pyrazole-3-carboxylic acid